COC=1C=C2CCN(C(C2=CC1OC)C)C(=O)C1CC(N(C1)C1=CC=C(C=C1)N1CCC(CC1)C)=O 4-(6,7-dimethoxy-1-methyl-1,2,3,4-tetrahydroisoquinoline-2-carbonyl)-1-[4-(4-methylpiperidin-1-yl)phenyl]pyrrolidine-2-one